C1(=CC=CC=C1)[C@H]1[C@@H](C1)NC(C1=CC(=NC=C1)NC1=NC=C(C=N1)C1=CC=CC=C1)=O N-((1R,2S)-2-phenylcyclopropyl)-2-((5-phenylpyrimidin-2-yl)amino)isonicotinamide